2,3-dihydroxycyclopentane-1-carboxylate hydrochloride Cl.OC1C(CCC1O)C(=O)O